(2S,4R)-4-fluoro-N-[(S)-[6-fluoro-5-(1-methylcyclopropyl)pyridin-2-yl](phenyl)methyl]-1-[2-(2-oxo-2,3-dihydro-1H-1,3-benzodiazol-1-yl)acetyl]pyrrolidine-2-carboxamide F[C@@H]1C[C@H](N(C1)C(CN1C(NC2=C1C=CC=C2)=O)=O)C(=O)N[C@@H](C2=CC=CC=C2)C2=NC(=C(C=C2)C2(CC2)C)F